1-[2-[6-(6-methylpyridazin-3-yl)oxypyrazolo[1,5-a]pyridin-3-yl]-4-[2-(2,2,2-trifluoroethyl)triazol-4-yl]-1,3-thiazol-5-yl]ethanone CC1=CC=C(N=N1)OC=1C=CC=2N(C1)N=CC2C=2SC(=C(N2)C2=NN(N=C2)CC(F)(F)F)C(C)=O